2-methyl-2-[1-oxo-6-(4,4,5,5-tetramethyl-1,3,2-dioxaborolan-2-yl)-2,3-dihydro-1H-isoindol-2-yl]propionic acid tert-butyl ester C(C)(C)(C)OC(C(C)(N1C(C2=CC(=CC=C2C1)B1OC(C(O1)(C)C)(C)C)=O)C)=O